C(C)C1(N(CCC(C1)CN1CCOCC1)C1=NN(C(=C1)C)C1CC2(CN(C2)C(=O)OC(C)(C)C)C1)C tert-butyl 6-(3-(2-ethyl-2-methyl-4-(morpholinomethyl) piperidin-1-yl)-5-methyl-1H-pyrazol-1-yl)-2-azaspiro[3.3]Heptane-2-carboxylate